CC(C)(C)[O-].CC(C)(C)[O-].CC(C)(C)[O-].CC(C)(C)[O-].[Ti+4] titanium tetrakis(t-butoxide)